(2-chlorophenyl)-4-(5'-(4,6-diphenyl-1,3,5-triazin-2-yl)-[1,1':3',1''-terphenyl]-4-yl)-6-phenyl-1,3,5-triazine ClC1=C(C=CC=C1)C1=NC(=NC(=N1)C1=CC=C(C=C1)C1=CC(=CC(=C1)C1=NC(=NC(=N1)C1=CC=CC=C1)C1=CC=CC=C1)C1=CC=CC=C1)C1=CC=CC=C1